N(=[N+]=[N-])CC=1C=C(C=CC1)N1CCOCC1 4-(3-azidomethylphenyl)morpholine